bis(2-hydroxy-5-(carboxyethyl)benzyl)ethylenediamine OC1=C(CNCCNCC2=C(C=CC(=C2)CCC(=O)O)O)C=C(C=C1)CCC(=O)O